3-bromo-1-(3-chloropyridin-2-yl)-N-(2-bromo-4-chloro-6-(methylcyclopropylcarbamoyl)phenyl)-N-methyl-1H-pyrazole-5-carboxamide BrC1=NN(C(=C1)C(=O)N(C)C1=C(C=C(C=C1C(N(C1CC1)C)=O)Cl)Br)C1=NC=CC=C1Cl